Calcium-Vanadium [V].[Ca]